7-((1R,2R)-2-fluorocyclopropane-1-carboxamido)-3-(6-(1-hydroxypropyl)-4-methylpyridin-3-yl)-N,N-dimethyl-1,6-naphthyridine-2-carboxamide F[C@H]1[C@H](C1)C(=O)NC1=NC=C2C=C(C(=NC2=C1)C(=O)N(C)C)C=1C=NC(=CC1C)C(CC)O